BrC=1C=CC2=C(NC(=N2)C2C(NCC2)=O)C1 3-(6-Bromo-1H-benzo[d]imidazol-2-yl)pyrrolidin-2-one